C1N(CC12CCNCC2)C=2N=CN=NC2OC2=C(C=C(C=C2)F)C=2C=CC(=NC2C2CC2)C#N 5-(2-((5-(2,7-diazaspiro[3.5]nonan-2-yl)-1,2,4-triazin-6-yl)oxy)-5-fluorophenyl)-6-cyclopropylpicolinonitrile